3-(3-hydroxy-4-methoxyphenyl)-2-phenylpropanoic acid OC=1C=C(C=CC1OC)CC(C(=O)O)C1=CC=CC=C1